C1(=CC=CC=C1)C(C)OC(C)=O 1-phenylethylacetate